COC1=C(CN(S(=O)(=O)C2=C(C=C(C=C2F)N2C[C@](CCC2)(N(C)C)CCC2=CC(=CC(=C2)C(F)(F)F)Cl)F)C2=NC=NC=C2)C=CC(=C1)OC N-(2,4-Dimethoxybenzyl)-(S)-4-(3-(3-chloro-5-(trifluoromethyl)phenethyl)-3-(dimethylamino)piperidin-1-yl)-2,6-difluoro-N-(pyrimidin-4-yl)benzenesulfonamide